(6S)-4-[7-(8-ethynyl-7-fluoro-3-hydroxynaphthalen-1-yl)-8-fluoro-5-methoxy-2-{[(2S)-1-[(oxan-4-yl)methyl]pyrrolidin-2-yl]methoxy}pyrido[4,3-d]pyrimidin-4-yl]-6-methyl-1,4-oxazepan-6-ol C(#C)C=1C(=CC=C2C=C(C=C(C12)C1=C(C=2N=C(N=C(C2C(=N1)OC)N1CCOC[C@](C1)(O)C)OC[C@H]1N(CCC1)CC1CCOCC1)F)O)F